tert-butyl 3-(2-(2-aminopyridin-3-yl)-6-(Benzenesulfonyl)imidazo[4,5-d]pyrrolo[2,3-b]pyridin-1(6H)-yl)pyrrolidine-1-carboxylate NC1=NC=CC=C1C1=NC=2C(=C3C(=NC2)N(C=C3)S(=O)(=O)C3=CC=CC=C3)N1C1CN(CC1)C(=O)OC(C)(C)C